ClC=1C(=C(C=CC1)S(=O)(=O)Cl)OCC(F)F chloro-2-(2,2-difluoroethoxy)benzene-1-sulfonyl chloride